C(C)(C)[C@H]1CC[C@H](CC1)OC[C@@H]1N(CCC[C@@H]1NS(=O)(=O)C)C(COC1=CC=CC=C1)=O N-(cis-2-(((cis-4-isopropylcyclohexyl)oxy)methyl)-1-(phenoxyacetyl)piperidin-3-yl)methanesulfonamide